(R)-N-((R)-1-(2-(2,6-dimethylpyridin-3-yl)-3,6-dimethyl-4-oxo-3,4-dihydroquinazolin-8-yl)ethyl)-2-methylpropane-2-sulfinamide CC1=NC(=CC=C1C1=NC2=C(C=C(C=C2C(N1C)=O)C)[C@@H](C)N[S@](=O)C(C)(C)C)C